2-((1-((S)-1-cyanoethyl)-3-isopropoxy-1H-pyrazol-4-yl)amino)-7-((3r,4r)-4-methoxytetrahydrofuran-3-yl)-7H-pyrrolo[2,3-d]pyrimidine-6-carbonitrile C(#N)[C@H](C)N1N=C(C(=C1)NC=1N=CC2=C(N1)N(C(=C2)C#N)[C@@H]2COC[C@@H]2OC)OC(C)C